PYRIMIDINYLCYCLOPENTANE N1=C(N=CC=C1)C1CCCC1